2-(4-((4-butoxyphenyl)diazenyl)phenoxy)ethaneselenonic acid C(CCC)OC1=CC=C(C=C1)N=NC1=CC=C(OCC[Se](=O)(=O)O)C=C1